tert-butyl 3-(2-bromopyrimidin-5-yl)oxyazetidine-1-carboxylate BrC1=NC=C(C=N1)OC1CN(C1)C(=O)OC(C)(C)C